5-(4-((3-ethyl-2,4-dioxo-1,2,3,4-tetrahydroquinazolin-7-yl)methyl)piperazin-1-yl)-N-methyl-6-(trifluoromethyl)pyridineamide C(C)N1C(NC2=CC(=CC=C2C1=O)CN1CCN(CC1)C=1C=CC(=NC1C(F)(F)F)C(=O)NC)=O